ClC1=CC=C(C=C1)C1=CC=CC2=C1OC1=C2C=CC=C1 4-(4-chlorophenyl)dibenzofuran